1-[(1S,4S)-5-[4-[3-chloro-2-fluoro-4-[(1-fluorocyclobutyl)methoxy]anilino]-7-fluoro-pyrido[3,2-d]pyrimidin-6-yl]-2,5-diazabicyclo[2.2.1]heptan-2-yl]prop-2-en-1-one ClC=1C(=C(NC=2C3=C(N=CN2)C=C(C(=N3)N3[C@@H]2CN([C@H](C3)C2)C(C=C)=O)F)C=CC1OCC1(CCC1)F)F